S1SSNSSC1 1,2,3,5,6-pentathiazepan